C[C@@H]1C(NCCN1C(C1=CC=CC=C1)(C1=CC=CC=C1)C1=CC=CC=C1)=O (R)-3-methyl-4-tritylpiperazin-2-one